N4-[4-(3-Cyanophenyl)-5-(2,6-dimethyl-4-pyridyl)thiazol-2-yl]morpholine-2,4-dicarboxamide C(#N)C=1C=C(C=CC1)C=1N=C(SC1C1=CC(=NC(=C1)C)C)NC(=O)N1CC(OCC1)C(=O)N